2,4,6-trimethyl-4-phenyl-4'-methylbenzophenone CC1=C(C(=O)C2=CC=C(C=C2)C)C(=CC(C1)(C1=CC=CC=C1)C)C